OC(C=1NC(=NN1)C=1C=C(OC2=C(C=3C=CNC3C=C2)C(=O)OC)C=CC1)C1=CN=C(S1)C Methyl 5-(3-(5-(hydroxy(2-methylthiazol-5-yl)methyl)-4H-1,2,4-triazol-3-yl)phenoxy)-1H-indole-4-carboxylate